6-(chloromethyl)-1-(4-chlorophenyl)-2-methyl-1H-indole ClCC1=CC=C2C=C(N(C2=C1)C1=CC=C(C=C1)Cl)C